(S)-5-tert-butoxy-4-(tert-butoxycarbonylamino)-5-oxopentanoic acid C(C)(C)(C)OC([C@H](CCC(=O)O)NC(=O)OC(C)(C)C)=O